3-(pyridin-4-yl)benzo[d]isoxazole-6-carboxylic acid N1=CC=C(C=C1)C1=NOC2=C1C=CC(=C2)C(=O)O